N[C@@H](C)C1=CC=C(C=C1)C(CCCC=C)O 1-(4-((S)-1-aminoethyl)phenyl)hex-5-en-1-ol